(2S)-2-(6-chloro-4-cyclopropyl-1,1-dioxido-3,4-dihydro-2H-benzo[e][1,2,4]thiadiazin-2-yl)-3-(6-fluoro-2,3-dimethylphenyl)butanoic acid ClC=1C=CC2=C(N(CN(S2(=O)=O)[C@H](C(=O)O)C(C)C2=C(C(=CC=C2F)C)C)C2CC2)C1